C(C)C1=NC2=CC=C(C=C2NC1=O)CN1CCN(CC1)C=1C=CC(=NC1C)C(=O)NC 5-[4-[(2-ethyl-3-oxo-4H-quinoxalin-6-yl)methyl]piperazin-1-yl]-N,6-dimethyl-pyridine-2-carboxamide